6-hydroxy-4-(6-(6-(3-(methylsulfonyl)benzyl)-3,6-diazabicyclo[3.1.1]heptan-3-yl)pyridin-3-yl)pyrazolo[1,5-a]pyridin-3-carbonitrile OC=1C=C(C=2N(C1)N=CC2C#N)C=2C=NC(=CC2)N2CC1N(C(C2)C1)CC1=CC(=CC=C1)S(=O)(=O)C